C(C1=CC=CC=C1)SC=1C=C2CCN(C2=CC1)C(=O)C1=C(C=CC=C1)N(S(=O)(=O)C)C N-(2-(5-(benzylthio)indoline-1-carbonyl)phenyl)-N-methylmethanesulfonamide